OC1=CC2=C(C(/C(/O2)=C/C2=CC=NC3=CC=CC=C23)=O)C=C1 (Z)-6-hydroxy-2-(quinolin-4-ylmethylene)benzofuran-3(2H)-one